6-{[4-(1-naphthylamino)-4-oxobutanoyl]amino}hexanoic acid C1(=CC=CC2=CC=CC=C12)NC(CCC(=O)NCCCCCC(=O)O)=O